C(#N)C1=C(C=CC=C1)C1=CC=C(C=C1)C 2-cyano-4'-methylbiphenyl